FC1=C2C=C(N=NC2=CC(=C1)C=1C=C(C=2N(N1)C=C(N2)C)C#N)C2CCN(CC2)CCO 6-{5-fluoro-3-[1-(2-hydroxyethyl)piperidin-4-yl]cinnolin-7-yl}-2-methylimidazo[1,2-b]pyridazine-8-carbonitrile